ClC1=CC(=C(COC2=CC=CC(=N2)N2[C@@H]3[C@H](N(CC2)CC2=NC4=C(N2CC=2N=COC2)C=C(C=C4)C(=O)OC)COC3)C=C1)F |r| rac-methyl 2-(((4aR,7aS)-4-(6-((4-chloro-2-fluorobenzyl)oxy)pyridin-2-yl)hexahydrofuro[3,4-b]pyrazin-1(2H)-yl)methyl)-1-(oxazol-4-ylmethyl)-1H-benzo[d]imidazole-6-carboxylate